(4-Fluorophenyl)(5-(hydroxymethyl)furan-2-yl)methanol FC1=CC=C(C=C1)C(O)C=1OC(=CC1)CO